2-(5-methyl-5-vinyltetrahydrofuran-2-yl)propan-2-ol CC1(CCC(O1)C(C)(C)O)C=C